methyl 5-(1,2,4-thiadiazol-3-yl)-2-naphthoate S1N=C(N=C1)C1=C2C=CC(=CC2=CC=C1)C(=O)OC